7-Fluoro-4-((5-(3-hydroxy-3-methyl-2-oxoindolin-1-yl)pyridin-3-yl)methyl)phthalazin-1(2H)-on FC1=CC=C2C(=NNC(C2=C1)=O)CC=1C=NC=C(C1)N1C(C(C2=CC=CC=C12)(C)O)=O